2-amino-3-(3-hydroxy-2,6-dimethylphenyl)-5-(pyrimidin-5-yl)benzamide NC1=C(C(=O)N)C=C(C=C1C1=C(C(=CC=C1C)O)C)C=1C=NC=NC1